cis-3-Hexenyl 2-methylbutyrate CC(C(=O)OCC\C=C/CC)CC